C(C)(C)(C)OC(=O)N1C2CN(CC1CC2)C2=C1C(=NC=C2)N(C(=C1C)C=1C=NN(C1)C)S(=O)(=O)C1=CC=C(C)C=C1 3-(3-methyl-2-(1-methyl-1H-pyrazol-4-yl)-1-tosyl-1H-pyrrolo[2,3-b]pyridin-4-yl)-3,8-diazabicyclo[3.2.1]octane-8-carboxylic acid tert-butyl ester